COC1(C(COCC1)(O)C(=C)C)OC 4,4-dimethoxy-3-(prop-1-en-2-yl)tetrahydro-2H-pyran-3-ol